ClC1=C(C=CC=C1)NC(C1=CC=C(C=C1)NC1=NC(=NC=C1F)NC1=CC=C(C=C1)C(=O)N1CCC(CC1)CCN1CCN(CC1)C1=CC=C(C=C1)C1C(NC(CC1)=O)=O)=O N-(2-chlorophenyl)-4-[[2-[4-[4-[2-[4-[4-(2,6-dioxo-3-piperidyl)phenyl]piperazin-1-yl]ethyl]piperidine-1-carbonyl]anilino]-5-fluoro-pyrimidin-4-yl]amino]benzamide